2-[4-(chloromethyl)phenyl]-3-isopropoxy-6-(trifluoromethyl)pyridine ClCC1=CC=C(C=C1)C1=NC(=CC=C1OC(C)C)C(F)(F)F